4-(6-(1H-pyrazol-4-yl)quinazolin-4-yl)-1-phenylpiperazin-2-one N1N=CC(=C1)C=1C=C2C(=NC=NC2=CC1)N1CC(N(CC1)C1=CC=CC=C1)=O